NC1=NN2C(C=C(C=C2)C=2C(=C(C(=O)NCC(C(C3=CC=C(C=C3)F)(F)F)O)C(=CC2)Cl)F)=N1 3-(2-amino-[1,2,4]triazolo[1,5-a]pyridin-7-yl)-6-chloro-N-(3,3-difluoro-3-(4-fluorophenyl)-2-hydroxypropyl)-2-fluorobenzamide